tert-butyl (5-bromo-3-(3-(1-oxoisoindol-5-yl)isoxazol-5-yl)pyrazin-2-yl)(tert-butoxycarbonyl)carbamate BrC=1N=C(C(=NC1)N(C(OC(C)(C)C)=O)C(=O)OC(C)(C)C)C1=CC(=NO1)C=1C=C2C=NC(C2=CC1)=O